NCC(C(C1=CC=C(C=C1)F)OC(F)F)(O)C 3-amino-1-(difluoromethoxy)-1-(4-fluorophenyl)-2-methylpropan-2-ol